1,4-dibromo-2,5-bis(bromomethyl)benzene mono-isoundecyl-succinate C(CCCCCCCC(C)C)OC(CCC(=O)O)=O.BrC1=C(C=C(C(=C1)CBr)Br)CBr